ClC(C(C(S(=O)(=O)N[C@@H]1CC(CN(C1)C(=O)OC(C)(C)C)(F)F)[2H])([2H])[2H])([2H])[2H] tert-Butyl (5R)-5-{[3-chloro(1,2,2,3,3-2H5)propane-1-sulfonyl]amino}-3,3-difluoropiperidine-1-carboxylate